3-((2,3-Dichloropyridin-4-yl)thio)propionic acid-2-ethylhexyl ester C(C)C(COC(CCSC1=C(C(=NC=C1)Cl)Cl)=O)CCCC